BrC1=C2C=C(N(C2=CC=C1)CC(F)(F)F)C1=NOC(=N1)C(=O)OCC Ethyl 3-[4-bromo-1-(2,2,2-trifluoroethyl)indol-2-yl]-1,2,4-oxadiazole-5-carboxylate